N-((3S,4S)-1,3-dimethylpiperidin-4-yl)-6-iodo-1-(2,2,2-trifluoroethyl)-1H-benzo[d]imidazole-4-carboxamide CN1C[C@@H]([C@H](CC1)NC(=O)C1=CC(=CC=2N(C=NC21)CC(F)(F)F)I)C